N-(2-(4-((4S,5R)-4,5-bis(4-chlorophenyl)-2-(2-isopropoxy-4-methoxyphenyl)-4,5-dihydro-1H-imidazole-1-carbonyl)piperazin-1-yl)ethyl)-2,3-dihydroxybenzamide ClC1=CC=C(C=C1)[C@@H]1N=C(N([C@@H]1C1=CC=C(C=C1)Cl)C(=O)N1CCN(CC1)CCNC(C1=C(C(=CC=C1)O)O)=O)C1=C(C=C(C=C1)OC)OC(C)C